2,6-dimethyl-1,2,3,4,4a,9a-hexahydroanthraquinone CC1CC2C(C3=CC=C(C=C3C(C2CC1)=O)C)=O